CN1C(N(C2=C1C=CC(=C2)S(NC2(CC2)C)(=O)=O)C=2SC(=CN2)CCC(=O)O)=O 3-[2-[3-methyl-6-[(1-methylcyclopropyl)sulfamoyl]-2-oxo-benzoimidazol-1-yl]thiazol-5-yl]propionic acid